4-(4-methyl-3-pentenyl)-4-cyclohexene-1,2-dicarboxamide CC(=CCCC=1CC(C(CC1)C(=O)N)C(=O)N)C